4-fluoro-N-(4-(trimethylsilyl)phenyl)aniline FC1=CC=C(NC2=CC=C(C=C2)[Si](C)(C)C)C=C1